4-[(4-fluorophenyl)methoxy]-1-{4-[2-(pyrrolidin-1-yl)ethoxy]phenyl}-1,2-dihydro-pyridin-2-one FC1=CC=C(C=C1)COC1=CC(N(C=C1)C1=CC=C(C=C1)OCCN1CCCC1)=O